tert-butyl ((1-((3-((2,6-dimethoxyphenyl) sulfonamido)-4-methoxy benzo[d]isoxazol-6-yl)methyl)-1H-pyrazol-3-yl)methyl)carbamate COC1=C(C(=CC=C1)OC)S(=O)(=O)NC1=NOC2=C1C(=CC(=C2)CN2N=C(C=C2)CNC(OC(C)(C)C)=O)OC